FC1=NC=CC=C1C=1C=C2C(=CN(C2=CC1)C1OCCCC1)C(=O)NCC1=CC=NC=C1 5-(2-Fluoropyridin-3-yl)-N-(pyridine-4-ylmethyl)-1-(tetrahydro-2H-pyran-2-yl)-1H-indole-3-carboxamide